[NH+]1(C=CC=C1)[O-] pyrrole-oxide